C[C@@H]1CCCC(=C1)C |r| (1RS,2RS)-2,4-DIMETHYL-3-CYCLOHEXENE